C(CCC)OC(C)COC(C)COC(C)COCCCC tripropylene Glycol dibutyl ether